CN1N=NC(=C1NC(O[C@H](C)C=1C(=NC=CC1)Cl)=O)C1=NC=C(C=C1)NC(=O)[C@H]1NC(CC1)=O (R)-1-(2-chloropyridin-3-yl)ethyl (1-methyl-4-(5-((S)-5-oxopyrrolidine-2-carboxamido) pyridin-2-yl)-1H-1,2,3-triazol-5-yl)carbamate